C(N)(O[C@@H](CN1N=C(C=C1)C1=CC=C(C=C1)OC1=NC=C(C=C1F)C1=CC=NN1C1OCCCC1)C(O)C(C)(C)C)=O ((2S)-tert-butyl 1-(3-(4-((3-fluoro-5-(1-(tetrahydro-2H-pyran-2-yl)-1H-pyrazol-5-yl) pyridin-2-yl) oxy) phenyl)-1H-pyrazol-1-yl)-3-hydroxyprop-2-yl) carbamate